P(=O)(OCCCCCCCCCCCC)([O-])O.[Na+] monosodium lauryl phosphate